FC=1C(=CC(=NC1)OC)C(C(=O)N1C[C@@H]([C@@H](C1)NC1=NC(=C(C=C1)C1=NC=CC=N1)C)C)C 2-(5-fluoro-2-methoxypyridin-4-yl)-1-((3S,4S)-3-methyl-4-(6-methyl-5-(pyrimidin-2-yl)pyridin-2-ylamino)pyrrolidin-1-yl)propan-1-one